[(2S)-4-[8-[(4,6-difluoroindolin-1-yl)methyl]-6-(dimethylcarbamoyl)-4-oxo-chromen-2-yl]morpholin-2-yl]methyl methanesulfonate CS(=O)(=O)OC[C@@H]1CN(CCO1)C=1OC2=C(C=C(C=C2C(C1)=O)C(N(C)C)=O)CN1CCC2=C(C=C(C=C12)F)F